S1C(=NC2=C1C=CC=C2)NC(=O)C=2C=CC=C1CCN(CC21)C2=CC=C(C(=N2)C(=O)O)C2=C(C(=CC=C2)OCC21CC3CC(CC(C2)C3)C1)C 6-[8-(1,3-benzothiazol-2-ylcarbamoyl)-3,4-dihydroisoquinolin-2(1H)-yl]-3-{2-methyl-3-[tricyclo[3.3.1.13,7]dec-1-ylmethoxy]phenyl}pyridine-2-carboxylic acid